NC1=NN=C(S1)[C@H]1CCC(N1)=O |r| rac-5-(5-amino-1,3,4-thiadiazol-2-yl)pyrrolidin-2-one